methyl (2S)-2-[(tert-butoxycarbonyl)amino]-3-(5-chloro-2-isopropoxypyridin-3-yl)propanoate C(C)(C)(C)OC(=O)N[C@H](C(=O)OC)CC=1C(=NC=C(C1)Cl)OC(C)C